2-[4-[3-(2,4-dioxohexahydropyrimidin-1-yl)-1-methyl-indazol-6-yl]-3-fluoro-1-piperidyl]acetic acid hydrochloride Cl.O=C1N(CCC(N1)=O)C1=NN(C2=CC(=CC=C12)C1C(CN(CC1)CC(=O)O)F)C